ClCC(=O)OC(CCCCCCCCCCC)O dodecanediol chloroacetate